FC=1C(=C(C=C(C1)CC(C)C)N1C[C@@H](N(CC1)CC1=NC=CC=C1C)C)C=1N=NNN1 (2S)-4-[3-fluoro-5-isobutyl-2-(2H-tetrazol-5-yl)phenyl]-2-methyl-1-[(3-methyl-2-pyridinyl)methyl]piperazine